2-(6-((4-methoxyphenyl)amino)-2-(pyridin-3-yl)pyrimidin-4-yl)-N-methyl-2-azaspiro[4.5]decane-7-carboxamide COC1=CC=C(C=C1)NC1=CC(=NC(=N1)C=1C=NC=CC1)N1CC2(CC1)CC(CCC2)C(=O)NC